(S)-2-(1-amino-1,3-dihydrospiro[indene-2,4'-piperidine]-1'-yl)-5-(3-(3-hydroxy-4-morpholinylphenyl)prop-1-yn-1-yl)-3-methylpyrimidin-4(3H)-one N[C@@H]1C2=CC=CC=C2CC12CCN(CC2)C2=NC=C(C(N2C)=O)C#CCC2=CC(=C(C=C2)N2CCOCC2)O